CC1=CC(=NC(=N1)OCCC(F)(F)F)C(=O)OC methyl 6-methyl-2-(3,3,3-trifluoropropoxy)pyrimidine-4-carboxylate